FC1=C(CC=2C(=CC(=C3CCCC23)OCC(=O)NC)C)C=CC(=C1C(C)C)O 2-((7-(2-fluoro-4-hydroxy-3-isopropylbenzyl)-6-methyl-2,3-dihydro-1H-inden-4-yl)oxy)-N-methylacetamide